Cl.N[C@@]1(CCC2=CC=CC(=C12)F)CCC1C(NC(N(C1=O)C1CCOCC1)=O)=O 5-(2-((R)-1-amino-7-fluoro-2,3-dihydro-1H-inden-1-yl)ethyl)-1-(tetrahydro-2H-pyran-4-yl)pyrimidine-2,4,6(1H,3H,5H)-trione hydrochloride